Ethyl 3-fluoro-4-(N-((1R,2R)-2-hydroxy-2-(hydroxymethyl)cyclopentyl)sulfamoyl)-1-methyl-1H-pyrrole-2-carboxylate FC1=C(N(C=C1S(N[C@H]1[C@](CCC1)(CO)O)(=O)=O)C)C(=O)OCC